tert-Butyl 3-benzyl-7-hydroxy-1-methyl-3,8-diazabicyclo[3.2.1]octane-8-carboxylate C(C1=CC=CC=C1)N1CC2(C(CC(C1)N2C(=O)OC(C)(C)C)O)C